4,6-dichloro-1H-benzo[d][1,2,3]triazole ClC1=CC(=CC=2NN=NC21)Cl